OC(CC(=O)CC(C)(O)C1=CC=CC=C1)(C)C1=CC=CC=C1 2-hydroxy-2-phenylpropyl ketone